ClC=1C=C(C(=C(C1)O)C1=CC=C2C(=N1)N=C(O2)N[C@H]2CN(CCC2)CCO)C 5-Chloro-2-[2-[[(3R)-1-(2-hydroxyethyl)-3-piperidyl]amino]oxazolo[4,5-b]pyridin-5-yl]-3-methyl-phenol